N-benzyl-Asparagine C(C1=CC=CC=C1)N[C@@H](CC(N)=O)C(=O)O